NC1=CC=C(C[C@@H]2NC(OC2)=O)C=C1 (S)-4-(4-aminobenzyl)-2-oxazolidinone